The molecule is a diterpene that consists of decalin bearing four methyl substituents at positions 1, 2, 5 and 5 as well as a 3-methylpentyl substituent at position 1. It is a diterpene and a terpenoid fundamental parent. CCC(C)CCC1(C(CCC2C1CCCC2(C)C)C)C